Sodium 5-(methoxycarbonyl)pyridine-2-thiolate 1-oxide COC(=O)C1=CC=C([N+](=C1)[O-])[S-].[Na+]